C1=CC=CC=2C3=CC=CC=C3C(C12)COC(=O)NCC(=O)NCC(=O)NCC(=O)OC1=C(C(=C(C(=C1F)F)F)F)F pentafluorophenyl 2-{2-[2-({[(9H-fluoren-9-yl)methoxy]carbonyl}amino)acetamido]acetamido}acetate